COC1=CC(=CC=2N(C=NC21)CC2OCC2)C(=O)[O-] 4-methoxy-1-(oxetan-2-ylmethyl)-1H-benzo[d]imidazole-6-carboxylate